NC=1C=NC2=CC=CC=C2C1N[C@@H](CC1=CC=C(OCCNC(OC(C)(C)C)=O)C=C1)COCC tert-butyl (S)-(2-(4-(2-((3-aminoquinolin-4-yl)amino)-3-ethoxypropyl)phenoxy)ethyl)carbamate